3-Cyano-6-((2-hydroxy-2-methylpropyl)amino)pyrazolo[1,5-a]pyridin C(#N)C=1C=NN2C1C=CC(=C2)NCC(C)(C)O